3-{1-oxo-5-[4-(piperidin-4-ylmethyl)piperazin-1-yl]-3H-isoindol-2-yl}piperidine-2,6-dione O=C1N(CC2=CC(=CC=C12)N1CCN(CC1)CC1CCNCC1)C1C(NC(CC1)=O)=O